tert-butyl 4-hydroxy-4-methyl-piperidine-1-carboxylate OC1(CCN(CC1)C(=O)OC(C)(C)C)C